(1-((S)-4-bromo-5-chloro-6-fluoro-2-phenyl-2,3-dihydrobenzofuran-2-yl)-2-(oxiran-2-yl)ethyl)-2-methylpropane-2-sulfonamide BrC1=C(C(=CC2=C1C[C@@](O2)(C2=CC=CC=C2)C(CC2OC2)CC(C)(S(=O)(=O)N)C)F)Cl